C(C)(=O)NC1=CC(=C(C=N1)C=1SC2=C(N1)CN(C2)C(=O)OC(C)(C)C)NC2=NC(=NC=C2)C(C)(F)F tert-butyl 2-(6-acetamido-4-((2-(1,1-difluoroethyl)pyrimidin-4-yl)amino)pyridin-3-yl)-4,6-dihydro-5H-pyrrolo[3,4-d]thiazole-5-carboxylate